2-[(5R)-3-[(4-methoxyphenyl)methyl]-2-oxo-oxazolidin-5-yl]ethyl 4-methylbenzenesulfonate CC1=CC=C(C=C1)S(=O)(=O)OCC[C@@H]1CN(C(O1)=O)CC1=CC=C(C=C1)OC